6-(2-hydroxy-2-methylpropoxy)-4-(6-(6-((2,2,2-trifluoroethyl)sulfonyl)-3,6-diazabicyclo[3.1.1]heptan-3-yl)pyridin-3-yl)pyrazolo[1,5-a]pyridine-3-carbonitrile OC(COC=1C=C(C=2N(C1)N=CC2C#N)C=2C=NC(=CC2)N2CC1N(C(C2)C1)S(=O)(=O)CC(F)(F)F)(C)C